2-((2S)-4-(7-(3-ethynylnaphth-1-yl)-6,8-difluoro-2-((tetrahydro-1H-pyrrolizin-7a(5H)-yl)methoxy)quinazolin-4-yl)-1-(2-fluoroacryloyl)piperazin-2-yl)acetonitrile C(#C)C=1C=C(C2=CC=CC=C2C1)C1=C(C=C2C(=NC(=NC2=C1F)OCC12CCCN2CCC1)N1C[C@@H](N(CC1)C(C(=C)F)=O)CC#N)F